acryloyloxyhexyl-silane C(C=C)(=O)OCCCCCC[SiH3]